N1-(bis(dimethylamino)methylene)-2-hydroxy-N1-(2-hydroxy-3-(trimethylammonio)propyl)-N3,N3,N3-trimethylpropane-1,3-diaminium dichloride [Cl-].[Cl-].CN(C)C(=[N+](CC(C[N+](C)(C)C)O)CC(C[N+](C)(C)C)O)N(C)C